OC1=NC=NN2C1=C(C=C2)C2CCN(CC2)C(=O)OC(C)(C)C tert-Butyl 4-(4-hydroxypyrrolo[2,1-f][1,2,4]triazin-5-yl)piperidine-1-carboxylate